1-chloroethyl 3-hydroxy-3-methylbutanoate (1-chloroethyl 3-hydroxy-3-methylbutyrate) ClC(C)C(C(=O)O)C(C)(C)O.OC(CC(=O)OC(C)Cl)(C)C